C(C)(=O)O.C(C1=CC=CC=C1)N1C[C@@H]([C@@H](CC1)C)NC (3R,4R)-1-benzyl-N,4-dimethylpiperidin-3-amine acetate salt